COCCCN(C1=C(C(N2N1CCCC2)=O)C(F)(F)F)CCCOC 3-(bis(3-methoxypropyl)amino)-2-(trifluoromethyl)-5,6,7,8-tetrahydro-1H-pyrazolo[1,2-a]pyridazin-1-one